C[Si](OP(=O)(O[Si](C)(C)C)C(C=1C=C2C=C(NC2=CC1)C(=O)OC1=CC=C(C=C1)[N+](=O)[O-])(F)F)(C)C 4-nitrophenyl 5-((bis((trimethylsilyl)oxy)phosphoryl)difluoromethyl)-1H-indole-2-carboxylate